BrC=1C(=C(OCC(O)C2=NC=C(C=C2)Cl)C=CC1)I 2-(3-Bromo-2-iodo-phenoxy)-1-(5-chloro-2-pyridyl)ethanol